NC1=NC(=C(C(=N1)CCC(=O)O)OC)N[C@H](CCO)CCCC (S)-3-(2-amino-6-((1-hydroxyheptan-3-yl)amino)-5-methoxypyrimidin-4-yl)propanoic acid